ClC=1C=C(C(=O)N2CC=3C(=NN4C3C(N(C[C@H]4C)C(C)C4=NN(C(C=C4)=O)C)=O)C[C@H]2C)C=CC1Cl (3R,7R)-2-(3,4-dichlorobenzoyl)-3,7-dimethyl-9-(1-(1-methyl-6-oxo-1,6-dihydropyridazin-3-yl)ethyl)-1,2,3,4,8,9-hexahydropyrido[4',3':3,4]pyrazolo[1,5-a]pyrazin-10(7H)-one